NC=1C=CC=C2C=NNC12 7-aminoazaindole